((2-(3,7-dimethylocta-2,6-dien-1-yl)-5-(2-methyloctan-2-yl)-1,3-phenylene)bis(oxy))bis(methylene) diethyl bis(carbonate) C(OCOC=1C(=C(C=C(C1)C(C)(CCCCCC)C)OCOC(OCC)=O)CC=C(CCC=C(C)C)C)(OCC)=O